N-(3-((5-(2-chloro-5-methoxyphenyl)-2-((1-methyl-1H-pyrazol-4-yl)amino)pyrimidin-4-yl)amino)-4-fluorophenyl)acrylamide ClC1=C(C=C(C=C1)OC)C=1C(=NC(=NC1)NC=1C=NN(C1)C)NC=1C=C(C=CC1F)NC(C=C)=O